ClC=1C2(CC2)CCC1C=O 4-Chlorospiro[2.4]hept-4-ene-5-carbaldehyde